N-(3-methoxybenzyl)-4-((2-morpholinoethoxy)methyl)-N-(3-(pyrrolidin-1-yl)benzyl)oxazol-2-amine COC=1C=C(CN(C=2OC=C(N2)COCCN2CCOCC2)CC2=CC(=CC=C2)N2CCCC2)C=CC1